O1C(NC=C1)=NC(=O)C1=CNC2=NC=CC=C21 oxazol-2(3H)-ylidene-1H-pyrrolo[2,3-b]pyridine-3-carboxamide